C(CCC)C1(CS(C2=C(N(C1)C1=CC=CC=C1)C=C(C(=C2)CSCC(=O)OCC)SC)(=O)=O)C Ethyl 2-(((3-butyl-3-methyl-7-(methylthio)-1,1-dioxido-5-phenyl-2,3,4,5-tetrahydro-1,5-benzothiazepin-8-yl)methyl)thio)acetate